4-methylbenzoic acid methyl ester COC(C1=CC=C(C=C1)C)=O